NC=1C2=C(C(NN1)=O)N(C=C2I)[C@@H]2CN(CC2)C(=O)OC(C)(C)C tert-butyl (S)-3-(4-amino-3-iodo-7-oxo-6,7-dihydro-1H-pyrrolo[2,3-d]pyridazine-1-yl)pyrrolidine-1-carboxylate